N-(4-(2-(4-methoxyphenyl)propan-2-yl)thiazol-2-yl)-3-(piperazin-1-yl)benzamide COC1=CC=C(C=C1)C(C)(C)C=1N=C(SC1)NC(C1=CC(=CC=C1)N1CCNCC1)=O